C(C)(C)(C)OC(NC1=CC(=NC=C1)Br)=O tert-Butyl-(2-bromopyridin-4-yl)carbamate